C1(=CC=CC=C1)C=1NCC(N1)C 2-phenyl-4-methylimidazoline